F[C@]1(CN(CC1)C(=O)[C@H]1CCCC=2N1C(N(N2)CC2=CC=C(C=C2)C)=O)C |r| (5RS)-5-{[(3RS)-3-fluoro-3-methylpyrrolidin-1-yl]carbonyl}-2-(4-methylbenzyl)-5,6,7,8-tetrahydro[1,2,4]triazolo[4,3-a]pyridin-3(2H)-one